ClC1=C(C=CC(=C1NC=1C(=C2C(N(C=NC2=CC1)C)=O)C)F)NS(=O)(=O)N1CCC(CC1)OC N-(2-chloro-3-((3,5-dimethyl-4-oxo-3,4-dihydroquinazolin-6-yl)amino)-4-fluorophenyl)-4-methoxypiperidine-1-sulfonamide